3-(4-chloro-3-(trifluoromethyl)phenyl)-5-(2-(3-fluoropyrrolidin-1-yl)-2-oxoethyl)-1-(pyridin-2-yl)-1H-pyrrolo[3,2-c]pyridin-4(5H)-one ClC1=C(C=C(C=C1)C1=CN(C2=C1C(N(C=C2)CC(=O)N2CC(CC2)F)=O)C2=NC=CC=C2)C(F)(F)F